ClC1=CC=C(C=C1)C1C=CN=C(N1CC(C)(C)O)C=1C=NC=NC1 6-(4-Chlorophenyl)-N-(2-hydroxy-2-methylpropyl)[2,5'-bipyrimidin]